OCC1N(CCN(C1)C)C1=CC2=C(N=C(N=C2O)C)C=N1 6-[2-(hydroxymethyl)-4-methylpiperazin-1-yl]-2-methylpyrido[3,4-d]pyrimidin-4-ol